BrC=1C=NC2=C(C3=NC=CN=C3C=3C=C(C=NC23)Br)C1 6,11-dibromo-1,4,8,9-tetraazabenzophenanthrene